5-((5-(5-(trifluoromethyl)pyridin-2-yl)-1,3,4-oxadiazol-2-yl)amino)picolinonitrile FC(C=1C=CC(=NC1)C1=NN=C(O1)NC=1C=CC(=NC1)C#N)(F)F